Butyl-Butylsilane sodium [Na].C(CCC)[SiH2]CCCC